N-(2-(4-(2-(2,6-dioxopiperidin-3-yl)-4,6-difluoro-1-oxoisoindolin-5-yl)-4-hydroxypiperidin-1-yl)ethyl)-N,2,4-trimethylthiazole-5-sulfonamide O=C1NC(CCC1N1C(C2=CC(=C(C(=C2C1)F)C1(CCN(CC1)CCN(S(=O)(=O)C1=C(N=C(S1)C)C)C)O)F)=O)=O